ClCC1=CC=C(C(=O)NC2=CC=CC3=CC=CC=C23)C=C1 4-(chloromethyl)-N-(naphthalen-1-yl)benzamide